C(CCCCCCC)N1N=CNC1=O 2,4-dihydro-2-(n-octyl)-3H-1,2,4-triazol-3-one